DIMETHYLBENZYL-AMMONIUM C[NH+](CC1=CC=CC=C1)C